C(OC[C@]1(O[C@H]([C@@H]2OC(O[C@@H]21)(C)C)C2=CC=C1C(=NC=NN12)N)C#N)(O[C@@H](C)CC)=O ((3aS,4R,6S,6aS)-6-(4-aminopyrrolo[2,1-f][1,2,4]triazin-7-yl)-4-cyano-2,2-dimethyltetrahydrofuro[3,4-d][1,3]dioxol-4-yl)methyl ((S)-sec-butyl) carbonate